N=1N=NN2CNC3=C(C21)N=CC=C3 5,6-dihydropyrido[2,3-e]tetrazolo[1,5-c]pyrimidine